1,1-bis(Trifluoromethyl)methoxy-2-ethanol FC(F)(F)COC(CO)OCC(F)(F)F